C(CCCCCCCCCCCCCCC)C1=CC=C(C=C1)C(O)C1=CC=C(C=C1)CCCCCCCCCCCCCCCC bis(4-hexadecylphenyl)methanol